C(C)SC=1C(=NC=CC1)C1=NC=2N(C=C1)N=C(N2)C(F)(F)F (3-(ethylthio)pyridin-2-yl)-2-(trifluoromethyl)-[1,2,4]triazolo[1,5-a]pyrimidine